1-(2-phenoxyacetyl)-N-(3-phenoxypropyl)piperidine-4-carboxamide O(C1=CC=CC=C1)CC(=O)N1CCC(CC1)C(=O)NCCCOC1=CC=CC=C1